[1,3]dioxole-5-yl isoleucinate N[C@@H]([C@@H](C)CC)C(=O)OC1=COCO1